tert-butyl (2R,3S)-2-[4-[benzyloxycarbonyl(cyclopentyl)amino]phenyl]-3-[[4-methyl-3-(trifluoromethyl)phenyl]carbamoyl]piperidine-1-carboxylate C(C1=CC=CC=C1)OC(=O)N(C1=CC=C(C=C1)[C@@H]1N(CCC[C@@H]1C(NC1=CC(=C(C=C1)C)C(F)(F)F)=O)C(=O)OC(C)(C)C)C1CCCC1